2-Methoxy-5-(1H-pyrazol-1-yl)benzenesulfonyl Chloride COC1=C(C=C(C=C1)N1N=CC=C1)S(=O)(=O)Cl